C(C)(=O)O[C@@H]1[C@H](O[C@@H]([C@H]([C@H]1OC(C)=O)OC(C)=O)OC1=CC2=CC=C(C=C2C=C1)N=C(C1=CC=CC=C1)C1=CC=CC=C1)CCP(=O)(OCC)OCC (2R,3R,4S,5S,6R)-2-(2-(diethoxyphosphoryl)ethyl)-6-((6-((diphenylmethylene)amino)naphthalen-2-yl)oxy)tetrahydro-2H-pyran-3,4,5-triyl triacetate